O=C1NN=C2N1C=CC=C2 3-oxo-[1,2,4]triazolo[4,3-a]pyridin